5-BROMO-1-[2-(TRIFLUOROMETHYL)PHENYL]-1H-PYRAZOLE-4-CARBOXALDEHYDE BrC1=C(C=NN1C1=C(C=CC=C1)C(F)(F)F)C=O